FC1=C(C(=CC=C1)C=O)NC(C(C)(C)C)=O N-(2-fluoro-6-formylphenyl)pivalamide